tert-Butyl 3-(4-fluoro-2-(trifluoromethyl)benzyl)-2-(methylcarbamoyl)-5,6-dihydroimidazo[1,2-a]pyrazine-7(8H)-carboxylate FC1=CC(=C(CC2=C(N=C3N2CCN(C3)C(=O)OC(C)(C)C)C(NC)=O)C=C1)C(F)(F)F